FC1=C(C=C(C=C1)O)C(=O)N1CC2(C1)CC(C2)N2N=C(C=C2)C2=C(C=CC=C2)C(F)(F)F (2-fluoro-5-hydroxyphenyl)(6-{3-[o-(trifluoromethyl)phenyl]-1-pyrazolyl}-2-aza-2-spiro[3.3]heptyl)methanone